C1(C=CC=C1)B(C1=C(C(=C(C(=C1F)F)F)F)F)C1C=CC=C1 bis-2,4-cyclopentadien-1-yl-(pentafluorophenyl)borane